N-(5-(3-chlorocinnolin-6-yl)thiazol-2-yl)-4-(methylsulfonyl)benzamide ClC=1N=NC2=CC=C(C=C2C1)C1=CN=C(S1)NC(C1=CC=C(C=C1)S(=O)(=O)C)=O